N-(furan-2-ylmethyl)-4-(2-phenoxyacetamido)benzamide O1C(=CC=C1)CNC(C1=CC=C(C=C1)NC(COC1=CC=CC=C1)=O)=O